1-(2-methyl-5-(5-(4-methylpiperazin-1-yl)-1H-benzo[d]imidazol-2-yl)-4-(3-(phenylamino)phenyl)-1H-pyrrol-3-yl)ethan-1-one CC=1NC(=C(C1C(C)=O)C1=CC(=CC=C1)NC1=CC=CC=C1)C1=NC2=C(N1)C=CC(=C2)N2CCN(CC2)C